6-chloro-4-((3-(1-cyclopropyl-1H-1,2,4-triazol-3-yl)-2-methoxyphenyl)amino)pyridazine-3-carboxylic acid zinc salt [Zn+2].ClC1=CC(=C(N=N1)C(=O)[O-])NC1=C(C(=CC=C1)C1=NN(C=N1)C1CC1)OC.ClC1=CC(=C(N=N1)C(=O)[O-])NC1=C(C(=CC=C1)C1=NN(C=N1)C1CC1)OC